CC(CCN)(C)C1=CC=CC=C1 3-methyl-3-phenylbutan-1-amine